(E)-3-((1S,2S)-2-((((9H-fluoren-9-yl)methoxy)carbonyl)amino)cyclohexyl)acrylic acid C1=CC=CC=2C3=CC=CC=C3C(C12)COC(=O)N[C@@H]1[C@@H](CCCC1)/C=C/C(=O)O